4-(4-(4-((4-(aminomethyl)-6-chloro-2-methyl-2H-indazol-5-yl)amino)-2,6-dioxo-3-(3,4,5-trifluorobenzyl)-3,6-dihydro-1,3,5-triazin-1(2H)-yl)isoquinolin-5-yl)benzoic acid NCC=1C2=CN(N=C2C=C(C1NC=1N(C(N(C(N1)=O)C1=CN=CC2=CC=CC(=C12)C1=CC=C(C(=O)O)C=C1)=O)CC1=CC(=C(C(=C1)F)F)F)Cl)C